sodium hydroxide, magnesium salt [Mg+2].[OH-].[Na+].[OH-].[OH-]